(1H-benzimidazole-5-yl)Boric acid N1C=NC2=C1C=CC(=C2)OB(O)O